methyl 3-(4'-(4-(((benzyloxy)carbonyl)amino)butyl)-[1,1'-biphenyl]-4-yl)propanoate C(C1=CC=CC=C1)OC(=O)NCCCCC1=CC=C(C=C1)C1=CC=C(C=C1)CCC(=O)OC